COC1=CC=C(C=C1)C1=CC(=C2C(=N1)N(N=C2C)CC(=O)OCC)C(F)(F)F ethyl 2-(6-(4-methoxyphenyl)-3-methyl-4-(trifluoromethyl)-1H-pyrazolo[3,4-b]pyridin-1-yl)acetate